(3-methyl-4-phenoxybenzoyl)glycine CC=1C=C(C(=O)NCC(=O)O)C=CC1OC1=CC=CC=C1